NC1=C(C=CC(=C1)C)N(C(=O)N1C=CC2=C1N=CN=C2N(C)[C@H]2CN(CC[C@H]2C)C(CC#N)=O)C(NC2=C(C=C(C=C2)C)N)=O N-(2-amino-4-methylphenyl)-N-((2-amino-4-methylphenyl)carbamoyl)-4-(((3R,4R)-1-(2-cyanoacetyl)-4-methylpiperidin-3-yl)(methyl)amino)-7H-pyrrolo[2,3-d]pyrimidine-7-carboxamide